1,30-dibromo-n-triacontane BrCCCCCCCCCCCCCCCCCCCCCCCCCCCCCCBr